[Zn+2].CC1C(C(=C(CC1)C(=O)[O-])C=C(C)C)(C)C.CC1C(C(=C(CC1)C(=O)[O-])C=C(C)C)(C)C trimethyl-isobutenylcyclohexenecarboxylic acid zinc salt